FC1=C(C(=O)[O-])C(=CC(=C1)F)F 2,4,6-trifluoro-benzoate